2,6-bis(methoxymethyl)-4-propylphenol COCC1=C(C(=CC(=C1)CCC)COC)O